OC1=C(CC2=C(C(=CC(=C2)C)CC2=C(C(=CC(=C2)C)C(C)(C)C)O)O)C=C(C=C1C(C)(C)C)C 2,6-bis(2-hydroxy-3-tert-butyl-5-methylbenzyl)-4-methylphenol